N,N'-di-tert.butyl-ethylenediamine C(C)(C)(C)NCCNC(C)(C)C